2-(hydroxymethyl)propyl-(9Z,12Z)-octadec-9,12-dienoic acid OCC(CC(C(=O)O)CCCCCC\C=C/C\C=C/CCCCC)C